[Fe].[Ni].[Au].ClC1=NC(=NC(=C1)C1=CC=C(C=C1)C(F)(F)F)C=1C=NN(C1)C 4-chloro-2-(1-methyl-1H-pyrazol-4-yl)-6-(4-(trifluoromethyl)phenyl)pyrimidine gold nickel iron